C1(=CC=CC=C1)[B-](C1=CC=CC=C1)(C1=CC=CC=C1)C1=CC=CC=C1.C(CCC)[NH+](CCCC)CCCC tributylammonium tetrakis(phenyl)borate